ClC1=CC=C(CNC2=NC(=NC=C2C)NC2=CC3=C(B(OC3)O)C=C2)C=C1 5-((4-((4-chlorobenzyl)amino)-5-methylpyrimidin-2-yl)amino)benzo[c][1,2]oxaborol-1(3H)-ol